4-(3-(cyclobutylmethyl)-6-(1,4-dimethyl-1H-1,2,3-triazol-5-yl)-1H-pyrrolo[3,2-b]pyridin-1-yl)-3,5-diethoxybenzoic acid C1(CCC1)CC1=CN(C=2C1=NC=C(C2)C2=C(N=NN2C)C)C2=C(C=C(C(=O)O)C=C2OCC)OCC